tert-butyldimethyl-(tributylmethoxy)silane phenyl-(2,3-dichloro-4-methylphenyl)carbamate C1(=CC=CC=C1)N(C(O)=O)C1=C(C(=C(C=C1)C)Cl)Cl.C(C)(C)(C)[Si](OC(CCCC)(CCCC)CCCC)(C)C